5-(6-{[3-(4-cyclopropylphenyl)cyclobutyl]oxy}pyridin-3-yl)isoxazol-3-ol C1(CC1)C1=CC=C(C=C1)C1CC(C1)OC1=CC=C(C=N1)C1=CC(=NO1)O